4,4''-di(9H-[9,3':6',9''-tercarbazol]-9'-yl)-5'-(pyridin-3-yl)-[1,1':3',1''-terphenyl]-2'-carbonitrile C1=CC=CC=2C3=CC=CC=C3N(C12)C=1C=CC=2N(C3=CC=C(C=C3C2C1)N1C2=CC=CC=C2C=2C=CC=CC12)C1=CC=C(C=C1)C1=C(C(=CC(=C1)C=1C=NC=CC1)C1=CC=C(C=C1)N1C2=CC=C(C=C2C=2C=C(C=CC12)N1C2=CC=CC=C2C=2C=CC=CC12)N1C2=CC=CC=C2C=2C=CC=CC12)C#N